2,4-difluoro-3-(1-hydroxyethyl)benzonitrile FC1=C(C#N)C=CC(=C1C(C)O)F